(S)-2-((R)-4,4-difluoro-3-(5-oxo-4,5-dihydropyrazin-2-yl)piperidin-1-yl)-N-(5-fluoropyridin-2-yl)propanamide FC1([C@H](CN(CC1)[C@H](C(=O)NC1=NC=C(C=C1)F)C)C=1N=CC(NC1)=O)F